C1(CCCC1)N1C(N(C=2C=NC(=CC21)NC=2C=C(C=C(C2)C=2C=NN(C2)C2CC2)NC(OC2CCC2)=O)C)=O Cyclobutyl (3-((1-cyclopentyl-3-methyl-2-oxo-2,3-dihydro-1H-imidazo[4,5-c]pyridin-6-yl)amino)-5-(1-cyclopropyl-1H-pyrazol-4-yl)phenyl)carbamate